isopropyl-propan-2-amine C(C)(C)CC(C)N